5-(4-Amino-5-(trifluoromethyl)pyrrolo[2,1-f][1,2,4]triazin-7-yl)-N-((3R,4S)-4-fluoro-1-(2-hydroxy-3-(1,1,2,2-tetrafluoroethoxy)propyl)pyrrolidin-3-yl)-2-methoxynicotinamid NC1=NC=NN2C1=C(C=C2C=2C=NC(=C(C(=O)N[C@@H]1CN(C[C@@H]1F)CC(COC(C(F)F)(F)F)O)C2)OC)C(F)(F)F